C(C)(C)(C)OC(=O)N1CC2(CC(C2)OS(=O)(=O)C2=CC=C(C)C=C2)CC1 cis-2-(tosyloxy)-6-azaspiro[3.4]octane-6-carboxylic acid tert-butyl ester